NCC=1C=CC(=C(C(=O)N)C1)F 5-(aminomethyl)-2-fluorobenzamide